methyl O-(spiro[3.5]nonan-7-ylmethyl)-L-threoninate C1CCC12CCC(CC2)CO[C@@H]([C@H](N)C(=O)OC)C